3,4-dihydroxybutyl-triethyl-ammonium chloride [Cl-].OC(CC[N+](CC)(CC)CC)CO